C(C1=CC=CC=C1)N1C2=NC=NC(=C2N=C1C1=C(C=C(OCCN2[C@H]3CN[C@@H](C2)CC3)C=C1)Cl)OC1(CC1)C |o1:24,27| rel-(1R,4R)-2-(2-(4-(9-benzyl-6-(1-methylcyclopropoxy)-9H-purin-8-yl)-3-chlorophenoxy)ethyl)-2,5-diazabicyclo[2.2.2]octane